3-chloro-4-(6-(1-methylcyclopropoxy)-9-((4-methylpyridin-2-yl)methyl)-9H-purin-8-yl)benzamide ClC=1C=C(C(=O)N)C=CC1C=1N(C2=NC=NC(=C2N1)OC1(CC1)C)CC1=NC=CC(=C1)C